3-(2-(1H-pyrazol-4-yl)-4-(2-(6-(trifluoromethyl)imidazo[1,2-a]pyridin-3-yl)pyrimidin-4-yl)piperazin-1-yl)propane-1,2-diol N1N=CC(=C1)C1N(CCN(C1)C1=NC(=NC=C1)C1=CN=C2N1C=C(C=C2)C(F)(F)F)CC(CO)O